BrC=1C=C(C(=NC1)C)N(C(OC(C)C)=O)C isopropyl (5-bromo-2-methylpyridin-3-yl)(methyl)carbamate